CN1C(=NC=C1)C(=O)NC1=NC=C(C=N1)C1=NC=CC=C1 1-methyl-N-(5-(pyridin-2-yl)pyrimidin-2-yl)-1H-imidazole-2-carboxamide